C1(CC1)COC1=C(C=C(C=C1F)F)CNC(=O)C=1C(=NC(=C(C1)C=1C=CC=2N(N1)C=C(N2)NC(C)=O)C)OC[2H] N-{[2-(cyclopropylmethoxy)-3,5-difluorophenyl]methyl}-5-{2-acetamidoimidazo[1,2-b]pyridazin-6-yl}-2-(deutero)methoxy-6-methylpyridine-3-carboxamide